C(C(C)C)C(=O)CC(C)C di-iso-Butyl ketone